(1R,2S)-2-(3-{[6-(3-hydroxyazetidin-1-yl)-5-methoxy-2-methylpyrimidin-4-yl]amino}-1H-indazol-6-yl)-5'-methoxyspiro[cyclopropane-1,3'-indol]-2'(1'H)-one OC1CN(C1)C1=C(C(=NC(=N1)C)NC1=NNC2=CC(=CC=C12)[C@@H]1C[C@@]12C(NC1=CC=C(C=C21)OC)=O)OC